(R)-1-(2-chloro-6-fluorobenzyl)-3,3-dimethyl-2-oxo-N-(1-(2,4,6-trifluorophenyl)ethyl)indoline-6-carboxamide ClC1=C(CN2C(C(C3=CC=C(C=C23)C(=O)N[C@H](C)C2=C(C=C(C=C2F)F)F)(C)C)=O)C(=CC=C1)F